6-[[4-[[(1S)-2-hydroxy-1-phenyl-ethyl]amino]-5-(5-methyloxazol-2-yl)pyrimidin-2-yl]amino]-3,4-dihydro-2H-isoquinolin-1-one OC[C@H](C1=CC=CC=C1)NC1=NC(=NC=C1C=1OC(=CN1)C)NC=1C=C2CCNC(C2=CC1)=O